2-[7-[[3-(trifluoromethylsulfonyl)phenyl]methyl]-2,7-diazaspiro[3.4]octane-2-carbonyl]-2,5-diazaspiro[3.4]octane-6-one FC(S(=O)(=O)C=1C=C(C=CC1)CN1CCC2(CN(C2)C(=O)N2CC3(C2)NC(CC3)=O)C1)(F)F